C(C)OC(NC=1N=C2C(=NC1)N(C=C2)S(=O)(=O)C2=CC=C(C=C2)C)=O N-{5-(4-methylbenzenesulfonyl)-5H-pyrrolo[2,3-b]pyrazin-2-yl}carbamic acid ethyl ester